(2S)-4-(2,3-dichloro-6-methoxyphenyl)-2,3-dihydropyrrole-1,2-dicarboxylic acid 1-tert-butyl ester 2-methyl ester COC(=O)[C@H]1N(C=C(C1)C1=C(C(=CC=C1OC)Cl)Cl)C(=O)OC(C)(C)C